Copper Chromite Arsenate [As]([O-])([O-])(O)=O.[Cr](=O)(O)O.[Cu+2]